4-(1-methyl-1H-indazol-4-yl)-butan-2-one CN1N=CC2=C(C=CC=C12)CCC(C)=O